C(C)(C)C1=NN(C=C1)C1=CC=C2C(=N1)C(=CN2)NC(=O)NC2=CC=C(C=C2)C(F)(F)F 1-(5-(3-isopropyl-1H-pyrazol-1-yl)-1H-pyrrolo[3,2-b]pyridin-3-yl)-3-(4-(trifluoromethyl)phenyl)urea